2-((4-benzyl-1-oxo-2,7-naphthyridin-2(1H)-yl)methyl)imidazo[1,2-a]pyridine-6-carbaldehyde C(C1=CC=CC=C1)C1=CN(C(C2=CN=CC=C12)=O)CC=1N=C2N(C=C(C=C2)C=O)C1